r-N-methylarginine CN[C@H](CCCNC(N)=N)C(=O)O